5-amino-N,2-dimethylbenzenesulfonamide CC1=C(C=C(C=C1)N)S(=O)(=O)NC